C(#N)C1=NC=C(C(=C1)C1=CC=2N(C=C1)N=C(C2)NC(=O)C2CC2)F N-(5-(2-cyano-5-fluoropyridin-4-yl)pyrazolo[1,5-a]pyridin-2-yl)cyclopropanecarboxamide